6-{[(1r,3R,5'S,7a'R)-3'-oxo-5'-phenyltetrahydro-3'H-spiro[cyclobutane-1,2'-pyrrolo[2,1-b][1,3]oxazol]-3-yl]oxy}pyrimidine-4-carbonitrile O=C1N2[C@H](OC13CC(C3)OC3=CC(=NC=N3)C#N)CC[C@H]2C2=CC=CC=C2